n-butyl-toluenesulfonic acid C(CCC)C(C1=CC=CC=C1)S(=O)(=O)O